Ethyl 2-(4-((4-(5-fluoropyridin-2-yl) piperazin-1-yl) methyl)-2,6-dimethylphenoxy)-2-methylpropionate FC=1C=CC(=NC1)N1CCN(CC1)CC1=CC(=C(OC(C(=O)OCC)(C)C)C(=C1)C)C